FC1=CC=CC2=C1SC=C2 7-fluorobenzo[b]thiophene